N[C@@H]1C[C@H](CCC1)NC(=O)C1=CC2=C(C(N(C=C2C2=CC(=CC(=C2)C)OC2=C(C=C(C=C2C)Cl)C)C)=O)N1 N-((1S,3S)-3-aminocyclohexyl)-4-(3-(4-chloro-2,6-dimethylphenoxy)-5-methylphenyl)-6-methyl-7-oxo-6,7-dihydro-1H-pyrrolo[2,3-c]pyridine-2-carboxamide